ClC=1C(=NC2=CC(=C(C=C2C1N[C@H](CC)C1=C(C(=CC=C1)F)F)C=1C=NC(=NC1)P(C)(C)=O)F)C (R)-(5-(3-chloro-4-((1-(2,3-difluorophenyl)propyl)amino)-7-fluoro-2-methylquinolin-6-yl)pyrimidin-2-yl)dimethylphosphine oxide